7-(2-((1S,6S)-6-aminocyclohex-3-en-1-yl)-5-chloro-7-((thiophen-2-ylmethyl)amino)thieno[3,2-b]pyridin-3-yl)hept-6-yn-1-ol N[C@H]1CC=CC[C@@H]1C1=C(C2=NC(=CC(=C2S1)NCC=1SC=CC1)Cl)C#CCCCCCO